NCCS(=O)(=O)[O-].NCCS(=O)(=O)[O-].[Na+].[Na+] sodium di-taurate